2-amino-2-methyl-1,3-propanediol oleate C(CCCCCCC\C=C/CCCCCCCC)(=O)OCC(CO)(C)N